N-[(S)-(4,4-Difluorocyclohexyl)-[6-[(1R)-1-(4,4,4-trifluorobutanoylamino)ethyl]-1H-benzimidazol-2-yl]methyl]-3-(3,3,3-trifluoropropyl)triazole-4-carboxamide FC1(CCC(CC1)[C@H](NC(=O)C=1N(N=NC1)CCC(F)(F)F)C1=NC2=C(N1)C=C(C=C2)[C@@H](C)NC(CCC(F)(F)F)=O)F